C(C)(C)(C)OC(CNC(=O)C1=CC=NC2=CC(=CC=C12)C(C)(C)O)=O (7-(2-hydroxy-prop-2-yl)quinoline-4-carbonyl)glycine tert-butyl ester